N[C@H]1CS(C2=C(N(C1=O)CC1=CC=C(C=C1)Cl)C=C(C(=C2)F)C2=CC(=NC=C2)C(C)(C)C)(=O)=O (3R)-3-amino-7-(2-tert-butyl-4-pyridyl)-5-[(4-chlorophenyl)methyl]-8-fluoro-1,1-dioxo-2,3-dihydro-1λ6,5-benzothiazepin-4-one